FCCOCF fluoromethyl fluoroethyl ether